N-[2-fluoro-1-(2-fluorophenyl)ethyl]-5-[5-(trifluoromethyl)-1,2,4-oxadiazol-3-yl]pyrimidin-2-amine FCC(C1=C(C=CC=C1)F)NC1=NC=C(C=N1)C1=NOC(=N1)C(F)(F)F